ClC1=C(C=NC(=C1)Cl)C(=O)NNC(=S)N1CC2CCC(C1)N2C(=O)OC(C)(C)C tert-butyl 3-{[(4,6-dichloropyridin-3-yl) formohydrazido]methanethioyl}-3,8-diazabicyclo[3.2.1]octane-8-carboxylate